9-methoxy-6-(4-methoxybenzyl)-3-(tetrahydro-2H-pyran-4-ylmethyl)pyrimido[4,5-e][1,2,4]triazolo[4,3-c]pyrimidin-5(6H)-one COC=1N=CC2=C(C=3N(C(N2CC2=CC=C(C=C2)OC)=O)C(=NN3)CC3CCOCC3)N1